FC(C=1C=C(C=C(C1)C(F)(F)F)C1=C(C(=C2C=CC=CC2=C1)C1=CC(=CC2=CC=CC=C12)C1=CC(=CC(=C1)C(F)(F)F)C(F)(F)F)O)(F)F (S)-3,3'-bis(3,5-bistrifluoromethylphenyl)-1,1'-binaphthol